2-(Dimethoxymethyl)-3-fluorobenzaldehyde COC(C1=C(C=O)C=CC=C1F)OC